C(C)(=O)C1=C(C=C(C=C1)Cl)C=1C(=NN(C(C1)=O)[C@H](C(=O)NC1=CC2=CN(N=C2C=C1)C)CC1=CC=CC=C1)OC (S)-2-(4-(2-acetyl-5-chlorophenyl)-3-methoxy-6-oxopyridazin-1(6H)-yl)-N-(2-methyl-2H-indazol-5-yl)-3-phenylpropionamide